propan-2-yl-1,1,1-d3 (2S)-6-diazo-2-((S)-2-methoxy-4-(methylthio)butanamido)-5-oxohexanoate [N+](=[N-])=CC(CC[C@@H](C(=O)OC(C([2H])([2H])[2H])C)NC([C@H](CCSC)OC)=O)=O